FC1=CC(=C(C=C1F)N1CCC(CC1)(O)CC(=O)OC(C)(C)C)[N+](=O)[O-] tert-butyl 2-[1-(4,5-difluoro-2-nitro-phenyl)-4-hydroxy-4-piperidyl]acetate